N4-cyclobutyl-6-methyl-N2-[7-(3-pyrrolidin-1-ylpropoxy)-2,3-dihydrobenzofuran-5-yl]pyrimidine-2,4-diamine C1(CCC1)NC1=NC(=NC(=C1)C)NC=1C=C(C2=C(CCO2)C1)OCCCN1CCCC1